4-(2-(6-(4-methylpiperazin-1-carbonyl)naphth-2-yl)ethoxy)quinoline-6-carbonitrile CN1CCN(CC1)C(=O)C=1C=C2C=CC(=CC2=CC1)CCOC1=CC=NC2=CC=C(C=C12)C#N